C1(CC1)C=1N=CN(C1)C1=CC=2C(N(C=CC2S1)C1=NC(=CC=C1)C1=NN=CN1C(C)C)=O 2-(4-Cyclopropyl-1H-imidazol-1-yl)-5-(6-(4-isopropyl-4H-1,2,4-triazol-3-yl)pyridin-2-yl)thieno[3,2-c]pyridin-4(5H)-one